BrC1=C(C=CC=C1)NS(=O)(=O)C=1C=C(C(=O)N(CCC)CCC)C=CC1OC 3-(N-(2-bromophenyl)sulfamoyl)-4-methoxy-N,N-dipropylbenzamide